methyl 1-[[4-[(3-amino-6-phenyl-2-pyridyl)amino]phenyl]carbamoyl]piperidine-4-carboxylate NC=1C(=NC(=CC1)C1=CC=CC=C1)NC1=CC=C(C=C1)NC(=O)N1CCC(CC1)C(=O)OC